ethyl (S)-2-(tert-butoxy)-2-(7-(4-chlorophenyl)-2-(3-(2,5-dihydrofuran-3-yl)-1-methyl-1H-indazol-5-yl)-5-methylbenzo[d]thiazol-6-yl)acetate C(C)(C)(C)O[C@H](C(=O)OCC)C1=C(C2=C(N=C(S2)C=2C=C3C(=NN(C3=CC2)C)C=2COCC2)C=C1C)C1=CC=C(C=C1)Cl